C(C)(C)(C)OC(=O)N1[C@H]2CN(C[C@@H]1CC2)C(C2=CC=CC=C2)C#N tert-butyl-(1R,5S)-3-(cyano (phenyl) methyl)-3,8-diazabicyclo[3.2.1]octane-8-carboxylate